CN(CCNC=C1C(CC(CC1=O)C1=CC=CC=C1)=O)C 2-(((2-(dimethylamino)ethyl)amino)methylene)-5-phenylcyclohexane-1,3-dione